C(CCCCCCCCC)C(CCCOC(CCCN(CCCC(=O)OCCCC(CCCCCCCCCC)CCCCCCCCCC)C[C@@H](CN(CCO)CCO)O)=O)CCCCCCCCCC (S)-bis(4-decyltetradecyl)-4,4'-((3-(bis(2-hydroxyethyl)amino)-2-hydroxypropyl)azanediyl)dibutyrate